N,N-dimethylaminoethylmethacrylamide diethyl-sulfate C(C)OS(=O)(=O)OCC.CNN(C(C(=CCC)C)=O)NC